1-(6-{4-chloro-3-cyclopropyl-1H-pyrrolo[2,3-b]pyridin-3-yl}pyridin-2-yl)piperazin-2-one ClC1=C2C(=NC=C1)NCC2(C2CC2)C2=CC=CC(=N2)N2C(CNCC2)=O